1,3-dimethyl-1,3-diphenyl-1,3-bis[2-(3,4-epoxycyclohexyl)ethyl]disiloxane C[Si](O[Si](CCC1CC2C(CC1)O2)(C2=CC=CC=C2)C)(CCC2CC1C(CC2)O1)C1=CC=CC=C1